bis(cyclopropylmethyl)sulfane C1(CC1)CSCC1CC1